FC=1C(=CC(=C(C1)N1C(C=CC2=CC(=CC=C12)S(=O)(=O)NC1=NOC=C1)=O)OC)[C@@H]1C[C@@H](C1)OC(F)(F)F cis-(P)-1-(5-fluoro-2-methoxy-4-(3-(trifluoromethoxy)cyclobutyl)phenyl)-N-(isoxazol-3-yl)-2-oxo-1,2-dihydroquinoline-6-sulfonamide